3-(4-(4-(aminomethyl)-1-oxo-1,2-dihydrophthalazin-6-yl)-1-methyl-1H-pyrazol-5-yl)-1-chloro-2-naphthonitrile NCC1=NNC(C2=CC=C(C=C12)C=1C=NN(C1C=1C(=C(C2=CC=CC=C2C1)Cl)C#N)C)=O